1-[2-(morpholin-4-yl)-8-(1H-pyrazol-5-yl)-1,7-naphthyridin-4-yl]piperidine-3-carboxamide N1(CCOCC1)C1=NC2=C(N=CC=C2C(=C1)N1CC(CCC1)C(=O)N)C1=CC=NN1